2-(benzyloxy)-1-ethynylnaphthalene C(C1=CC=CC=C1)OC1=C(C2=CC=CC=C2C=C1)C#C